methyl-2-(pyridin-2-yl)-1H-indol-5-amine CN1C(=CC2=CC(=CC=C12)N)C1=NC=CC=C1